C(#N)C1(CC1)NS(=O)(=O)C=1C=C(C=2N(C1)C(=CN2)C=2SC(=NN2)C(F)F)N2C[C@H](OC[C@H]2CC)CO N-(1-cyanocyclopropyl)-3-(5-(difluoromethyl)-1,3,4-thiadiazol-2-yl)-8-((2S,5R)-5-ethyl-2-(hydroxymethyl)morpholino)imidazo[1,2-a]pyridine-6-sulfonamide